CC1=C(C(=CC=C1)C)C=1N=C2NS(C=3C=CC=C(C(N4CCN(C[C@@H](OC(C1)=N2)C4)C(=O)OC(C)(C)C)=O)C3)(=O)=O tert-butyl (16S)-12-(2,6-dimethylphenyl)-2,8,8-trioxo-15-oxa-8λ6-thia-1,9,11,18,22-pentaazatetracyclo[14.4.1.13,7.110,14]tricosa-3,5,7(23),10,12,14(22)-hexaene-18-carboxylate